FC=1C=C(C=NC1)C=1C(=NC(=NC1)NC1=CC(=CC=C1)C(=O)N1CCCC1)N[C@H]1[C@H]([C@@H]2C=C[C@H]1C2)C(=O)N (1S,2S,3R,4R)-3-((5-(5-fluoropyridin-3-yl)-2-((3-(pyrrolidine-1-carbonyl)phenyl)amino)pyrimidin-4-yl)amino)bicyclo[2.2.1]hept-5-ene-2-carboxamide